(8R,9R,10S)-10-(hydroxymethyl)-N-(4-methoxyphenyl)-9-(4-phenylphenyl)-1,6-diazabicyclo[6.2.0]decane-6-carboxamide OC[C@@H]1[C@@H]([C@@H]2CN(CCCCN12)C(=O)NC1=CC=C(C=C1)OC)C1=CC=C(C=C1)C1=CC=CC=C1